(S)-N-(5-chloropyridin-2-yl)-2-((R)-3-methoxy-3-(trifluoromethyl)piperidin-1-yl)propanamide ClC=1C=CC(=NC1)NC([C@H](C)N1C[C@](CCC1)(C(F)(F)F)OC)=O